N1(CCCCC1)[C@H]1CCC2=CC(=CC=C12)N1C(=NC=2C1=NC(=CC2)N2N=CC=C2)C=2C(=NC=CC2)N (S)-3-(3-(1-(piperidin-1-yl)-2,3-dihydro-1H-inden-5-yl)-5-(1H-pyrazol-1-yl)-3H-imidazo[4,5-b]pyridin-2-yl)pyridin-2-amine